2'-bipyridine-malonic acid N1=C(C=CC=C1)C1(NC=CC=C1)C(C(=O)O)C(=O)O